2-bromo-6-fluoro-4-[(1H-pyrazol-1-yl)methyl]Benzonitrile BrC1=C(C#N)C(=CC(=C1)CN1N=CC=C1)F